bis(2,6-di-t-butyl-4-methylphenyl)-pentaerythritol diphosphite OP(O)OP(O)O.C(C)(C)(C)C1=C(C(=CC(=C1)C)C(C)(C)C)C(O)(C(CO)(CO)CO)C1=C(C=C(C=C1C(C)(C)C)C)C(C)(C)C